BrC=1C(=NC(=NC1)N[C@H]1CN(CC1)C1=NC=NC2=CC(=CC=C12)NC(C=C)=O)OC (R)-N-(4-(3-((5-bromo-4-methoxypyrimidin-2-yl)amino)pyrrolidin-1-yl)quinazolin-7-yl)acrylamide